(3-(trifluoromethyl)pyrrolidin-3-yl)methanol FC(C1(CNCC1)CO)(F)F